4-methyl-7-pyrimidin-2-yloxybenzoPyran-2-one CC1=CC(OC2=C1C=CC(=C2)OC2=NC=CC=N2)=O